ClC1=CC2=C(N=N1)N(C=C(C2=O)C(=O)N2CC1OC(C2)C1)CC 3-Chloro-8-ethyl-6-(6-oxa-3-azabicyclo[3.1.1]heptane-3-carbonyl)pyrido[2,3-c]pyridazin-5-one